NC1=NC=C(C=C1C1(COC1)O)C1CC1 3-(2-amino-5-cyclopropylpyridin-3-yl)oxetan-3-ol